4-cyano-N-[2-(4,4-dimethylcyclohexen-1-yl)-6-[2-(fluoromethyl)-2,6,6-trimethyl-tetrahydropyran-4-yl]-3-pyridyl]-1-(2-trimethylsilylethoxymethyl)imidazole-2-carboxamide C(#N)C=1N=C(N(C1)COCC[Si](C)(C)C)C(=O)NC=1C(=NC(=CC1)C1CC(OC(C1)(C)C)(C)CF)C1=CCC(CC1)(C)C